C(C)(C)(C)N1CCN(CC1)C=1C=C(C=CC1)C=1C(=C(C=C(C1)C=O)C1=CC(=C(C=C1)N1C(N(C=C1)C)=O)Cl)O 3''-(4-(tert-Butyl)piperazin-1-yl)-3-chloro-2'-hydroxy-4-(3-methyl-2-oxo-2,3-dihydro-1H-imidazol-1-yl)-[1,1':3',1''-terphenyl]-5'-carbaldehyde